4-(3-Isopentyloxyphenyl)tetrahydropyran-4-carboxylic acid methyl ester COC(=O)C1(CCOCC1)C1=CC(=CC=C1)OCCC(C)C